tert-Butyl 3-(1,1-difluoro-4-(hydroxymethyl)pent-4-en-1-yl)-6,7-dihydro-2H-pyrazolo[4,3-c]-pyridine-5(4H)-carboxylate FC(CCC(=C)CO)(F)C=1NN=C2C1CN(CC2)C(=O)OC(C)(C)C